NC(CNC(=O)C1=NC(=CN=C1)C=1NC2=CC(=C(C=C2C1)Cl)F)(C)C N-(2-amino-2-methylpropyl)-6-(5-chloro-6-fluoro-1H-indol-2-yl)pyrazine-2-carboxamide